ClC=1C=C2C=NNC2=CC1OCC1=NC=C(C=C1)F 5-chloro-6-[(5-fluoro-2-pyridyl)methoxy]-1H-indazole